N-(5-((4-(2-hydroxypropan-2-yl)phenyl)ethynyl)-8-(methylamino)-2,7-naphthyridin-3-yl)cyclopropanecarboxamide OC(C)(C)C1=CC=C(C=C1)C#CC1=C2C=C(N=CC2=C(N=C1)NC)NC(=O)C1CC1